C(C)N1C(=NC2=C(C1=O)C=CN2CCC(=O)O)NC(C)C 3-(3-ethyl-2-(isopropylamino)-4-oxo-3,4-dihydro-7H-pyrrolo[2,3-d]pyrimidin-7-yl)propionic acid